BrC1=NN(C(=C1)C(=O)NC=1C(=CC=2N(C1C(=O)N[C@H]1C(NOC1)=O)N=CC2)C)C2=NC=CC=C2Cl |r| rac-(R)-6-(3-Bromo-1-(3-chloropyridin-2-yl)-1H-pyrazol-5-carboxamido)-5-methyl-N-(3-oxoisoxazolidin-4-yl)pyrazolo[1,5-a]pyridin-7-carboxamid